C[C@H]1[C@H](NC([C@@H]1C)=O)COC1=NC=CC2=CC(=C(C=C12)OC)C(=O)N 1-{[(2S,3R,4R)-3,4-dimethyl-5-oxopyrrolidin-2-yl]methoxy}-7-methoxyisoquinoline-6-carboxamide